COC(=O)C1=NC=C(C(=N1)C1=CC=CC=C1)SC 5-(methylthio)-4-phenylpyrimidine-2-carboxylic acid methyl ester